C(C)[C@H]1C[C@H]2[C@@H]3CC[C@H]([C@@H](CCC(=O)O)C)[C@]3(CC[C@@H]2[C@]2(CCCC[C@@H]12)C)C 6α-ethyl-5β-cholan-24-oic acid